4-(3-benzyloxy-2-oxo-propyl)piperidine-1-carboxylic acid tert-butyl ester C(C)(C)(C)OC(=O)N1CCC(CC1)CC(COCC1=CC=CC=C1)=O